FC=1C(=NC=C(C1)C(F)(F)F)N1C[C@H](N[C@H](C1)C)C (3R,5S)-1-(3-fluoro-5-(trifluoromethyl)pyridin-2-yl)-3,5-dimethylpiperazine